CN(C1=NC=C(C=C1)N)C N2,N2-dimethyl-pyridine-2,5-diamine